4-(3-isopropyl-6-methyl-5-(piperidin-4-yl)-1H-indol-2-yl)-1H-pyrazolo[3,4-b]pyridine C(C)(C)C1=C(NC2=CC(=C(C=C12)C1CCNCC1)C)C1=C2C(=NC=C1)NN=C2